N-{[3-(benzenesulfonyl)phenyl]methyl}-1H-pyrrolo[3,2-c]pyridine-2-carboxamide C1(=CC=CC=C1)S(=O)(=O)C=1C=C(C=CC1)CNC(=O)C1=CC=2C=NC=CC2N1